C(C)(C)(C)N1CCN(CC1)C1=C(C=C(C=C1)B1OC(C(O1)(C)C)(C)C)F 1-(tert-butyl)-4-(2-fluoro-4-(4,4,5,5-tetramethyl-1,3,2-dioxaborolan-2-yl)phenyl)piperazine